Furan-5-acetate O1C=CC=C1CC(=O)[O-]